CC(COC=1C=C(C=CC1)C1=CC(=NN1C=1C=CC=C2C=NN(C12)C)CO[C@@](C(=O)OC)(CC)C)(C)C Methyl (2R)-2-([5-[3-(2,2-dimethylpropoxy)phenyl]-1-(1-methyl-1H-indazol-7-yl)-1H-pyrazol-3-yl]methoxy)-2-methylbutanoate